FC1=CN=C2N1C=C(C=C2)C2=CNC=1N=C(N=CC12)NC1CC(C1)(C)NC(CC)=O N-((1s,3s)-3-((5-(3-fluoroimidazo[1,2-a]pyridin-6-yl)-7H-pyrrolo[2,3-d]pyrimidin-2-yl)amino)-1-methylcyclobutyl)propionamide